[Co](=O)=O.[Pt] platinum-cobalt dioxide